ClC1=C(C=CC=C1C1=CC=C(C(=N1)OC)CN[C@@H](CO)C(=O)O)C1=C(C(=CC=C1)NC(=O)C=1N(C2=C(CN(CC2)C)N1)C)Cl ((6-(2,2'-Dichloro-3'-(1,5-dimethyl-4,5,6,7-tetrahydro-1H-imidazo[4,5-c]pyridine-2-carboxamido)-[1,1'-biphenyl]-3-yl)-2-methoxypyridin-3-yl)methyl)-L-serine